bromomethyl-3-bromophenyl bromide BrCC1=C(C=CC=C1Br)Br